2-(tert-butylamino)-N-methyl-N-(2-((1R,5S)-1-(naphthalen-2-yl)-3-azabicyclo[3.1.0]Hexane-3-yl)-2-oxoethyl)acetamide hydrochloride Cl.C(C)(C)(C)NCC(=O)N(CC(=O)N1C[C@@]2(C[C@@H]2C1)C1=CC2=CC=CC=C2C=C1)C